1-(3,5-dimethoxybenzyl)-4-hydroxypiperidine COC=1C=C(CN2CCC(CC2)O)C=C(C1)OC